CN1N=CC2=CC(=CC=C12)C=1C=C(C=CC1)C1=NC(=NO1)C1N(CCC1)C#N 2-(5-(3-(1-methyl-1H-indazol-5-yl)phenyl)-1,2,4-oxadiazol-3-yl)pyrrolidine-1-carbonitrile